COC(=O)C1=C(C=C2C=CNC2=C1)C 5-methyl-indole-6-carboxylic acid methyl ester